2-(4-(2-(3,6-dihydro-2H-thiopyran-4-yl)furo[3,2-b]pyridin-7-yl)pyridin-2-yl)propan-2-ol S1CCC(=CC1)C1=CC2=NC=CC(=C2O1)C1=CC(=NC=C1)C(C)(C)O